NC=1C=C2C(=C(C(=NC2=CC1OCC)CC)C#N)NC1=CC=CC=C1 6-amino-7-ethoxy-2-ethyl-4-(phenylamino)quinoline-3-carbonitrile